6-[(3-bromopyrazol-1-yl)methyl]-2-(3,4-dichlorophenyl)-1-ethyl-4-oxo-pyridine-3-carboxylic acid BrC1=NN(C=C1)CC1=CC(C(=C(N1CC)C1=CC(=C(C=C1)Cl)Cl)C(=O)O)=O